methyl 3-(3,5-difluorophenyl)-4,5-dihydro-1H-benzo[g]indole-2-carboxylate FC=1C=C(C=C(C1)F)C1=C(NC=2C3=C(CCC12)C=CC=C3)C(=O)OC